4-phenyldiphenyl-(9-phenyl-9H-carbazol-3-yl)amine C1(=CC=CC=C1)C1=C(C=CC=2N(C3=CC=CC=C3C12)C1=CC=CC=C1)N(C1=CC=CC=C1)C1=CC=CC=C1